(S)-N-(3-(5-chloro-2-methoxyphenyl)-1-(2-cyclopropyl-2-hydroxyethyl)-1H-pyrazol-4-yl)pyrazolo[1,5-a]pyrimidine-3-carboxamide ClC=1C=CC(=C(C1)C1=NN(C=C1NC(=O)C=1C=NN2C1N=CC=C2)C[C@@H](O)C2CC2)OC